Cl.NCC1CC(NC1)=O 4-Aminomethylpyrrolidin-2-one hydrochloride salt